3-((S)-6-benzyl-2,6-diazaspiro[3.4]octane-8-carbonyl)-4-phenyloxazolidin-2-one C(C1=CC=CC=C1)N1CC2(CNC2)[C@@H](C1)C(=O)N1C(OCC1C1=CC=CC=C1)=O